2-(N-tert-butylamino)-2-methylpropan-1-ol C(C)(C)(C)NC(CO)(C)C